COC=1C(=C2C=CNC2=C(C1)C)CN1[C@@H](CC(CC1)COC)C1=CC=C(C(=O)O)C=C1 4-((2S)-1-((5-methoxy-7-methyl-1H-indol-4-yl)methyl)-4-(methoxymethyl)piperidin-2-yl)benzoic acid